C(C(O)C)(=O)O anti-lactic acid